(3-[2-(PIPERIDIN-1-YL)ETHOXY]PHENYL)BORANEDIOL N1(CCCCC1)CCOC=1C=C(C=CC1)B(O)O